O=C1C=C(CCC2N1[C@@H](CC2)C(=O)OC)OS(=O)(=O)C(F)(F)F |o1:8| methyl (3S*)-5-oxo-7-(((trifluoromethyl)sulfonyl)oxy)-2,3,5,8,9,9a-hexahydro-1H-pyrrolo[1,2-a]azepine-3-carboxylate